NCCCC[C@H](C(COC1=C(C(=CC=C1F)F)F)=O)NC(=O)C1CCCC1 |r| racemic-N-(7-amino-2-oxo-1-(2,3,6-trifluorophenoxy)-heptan-3-yl)cyclopentanecarboxamide